4-((3R,4R)-4-fluoro-3-(imidazo[1,5-a]pyridin-1-yl)piperidin-1-yl)-6-isopropylpyrimidin-2-amine F[C@H]1[C@H](CN(CC1)C1=NC(=NC(=C1)C(C)C)N)C=1N=CN2C1C=CC=C2